L-Tyrosine Nitrogen [N].N[C@@H](CC1=CC=C(C=C1)O)C(=O)O